propan-2-yl (2R)-2-[[[(2R,3R,4R,5R)-4-chloro-5-(2,4-dioxopyrimidin-1-yl)-3-hydroxy-4-methyloxolan-2-yl]methoxy-phenoxyphosphoryl]amino]propanoate Cl[C@@]1([C@@H]([C@H](O[C@H]1N1C(NC(C=C1)=O)=O)COP(=O)(OC1=CC=CC=C1)N[C@@H](C(=O)OC(C)C)C)O)C